(6-(5-(6-methylpyridin-2-yl)-1-((2-(trimethylsilyl)ethoxy)methyl)-1H-imidazol-4-yl)quinolin-3-yl)boronic acid CC1=CC=CC(=N1)C1=C(N=CN1COCC[Si](C)(C)C)C=1C=C2C=C(C=NC2=CC1)B(O)O